BrC1=C(C#N)C=CC(=C1C(O)C1CC1)F 2-bromo-3-(cyclopropyl-(hydroxy)methyl)-4-fluorobenzonitrile